ClC1=CSC2=C1C(=NC=C2)N(C(C2=C(C=C(C=C2)C=2N=NN(C2)C)F)=O)[C@H]2CNCCC2 (R)-N-(3-chlorothieno[3,2-c]pyridin-4-yl)-2-fluoro-4-(1-methyl-1H-1,2,3-triazol-4-yl)-N-(piperidin-3-yl)benzamide